butenyl-lithium C(=CCC)[Li]